N-(4-(4-(cyclopropylamino)-4-oxobutyl)-1-phenyl-1H-imidazol-2-yl)-3-(1-(fluoromethyl)-1H-pyrazol-4-yl)benzamide C1(CC1)NC(CCCC=1N=C(N(C1)C1=CC=CC=C1)NC(C1=CC(=CC=C1)C=1C=NN(C1)CF)=O)=O